2-cyclohexanecarboxylate C1C(CCCC1)C(=O)[O-]